2-(2-((7-(3-(aminomethyl)phenyl)-4-((tetrahydrofuran-2-yl)methoxy)benzofuran-5-yl)methoxy)phenyl)acetic acid NCC=1C=C(C=CC1)C1=CC(=C(C=2C=COC21)OCC2OCCC2)COC2=C(C=CC=C2)CC(=O)O